OC1=CC=C(C=C1)CO 1-(4-hydroxyphenyl)methanol